C(C)(=O)C1=C(C2=C(N=C(N=C2)NC2=CC=C(C=N2)N2CCN(CC2)CC=2C=C(C=O)C=CC2)N(C1=O)C1CCCC1)C 3-((4-(6-((6-acetyl-8-cyclopentyl-5-methyl-7-oxo-7,8-dihydropyrido[2,3-d]pyrimidin-2-yl)amino)pyridin-3-yl)piperazin-1-yl)methyl)benzaldehyde